(6R)-17-amino-6-hydroxy-12-[(4-propylphenyl)methyl]-6,15-bis(trifluoromethyl)-19-oxa-3,4,12,18-tetrazatricyclo[12.3.1.12,5]nonadeca-1(18),2,4,14,16-pentaen-13-one NC1=CC(=C2C(N(CCCCC[C@@](C3=NN=C(C1=N2)O3)(C(F)(F)F)O)CC3=CC=C(C=C3)CCC)=O)C(F)(F)F